2-[4-[3-(5-fluoro-3-pyridinyl)isoxazolidine-2-carbonyl]-1-piperidinyl]pyrimidine-4-carboxamide FC=1C=C(C=NC1)C1N(OCC1)C(=O)C1CCN(CC1)C1=NC=CC(=N1)C(=O)N